F[Sb-](F)(F)(F)(F)F.C1(=CC=CC=C1)[Sb+]C1=CC=CC=C1 diphenyl-antimony hexafluoroantimonate